9,9-bis[6-(4-hydroxybutoxy)naphthalen-2-yl]fluorene tert-butyl-((3-(2-(4,4-difluoroazepan-1-yl)-5-(2-fluorophenyl)-4-methylnicotinamido)phenyl)(methyl)(oxo)-λ6-sulfaneylidene)carbamate C(C)(C)(C)OC(N=S(=O)(C)C1=CC(=CC=C1)NC(C1=C(N=CC(=C1C)C1=C(C=CC=C1)F)N1CCC(CCC1)(F)F)=O)=O.OCCCCOC=1C=C2C=CC(=CC2=CC1)C1(C2=CC=CC=C2C=2C=CC=CC12)C1=CC2=CC=C(C=C2C=C1)OCCCCO